[Er+3].CC(C(=O)[O-])(C(CC(C(C)(C)C)=O)=O)C.CC(C(=O)[O-])(C(CC(C(C)(C)C)=O)=O)C.CC(C(=O)[O-])(C(CC(C(C)(C)C)=O)=O)C tris(2,2,6,6-tetramethyl-heptane-3,5-dionate) erbium